[N+](=O)([O-])C1=C(C=CC=C1)SC1=CC=CC=C1 (2-nitrophenyl)thiobenzene